[N+](=O)([O-])C1=NC=CC=C1 2-Nitropyridine